C(C)(C)(C)C1=NN(C(=C1)NC(=O)C1=CSC=2CN(CCC21)C(=O)C2=CN=C1N2C=CC(=C1)C)C N-(3-(Tert-butyl)-1-methyl-1H-pyrazol-5-yl)-6-(7-methylimidazo[1,2-a]pyridin-3-carbonyl)-4,5,6,7-tetrahydrothieno[2,3-c]pyridin-3-carboxamid